N-ethyl-N-(2,2,2-trifluoro-1-(4-fluorophenyl)ethyl)thiazole-2-sulfonamide C(C)N(S(=O)(=O)C=1SC=CN1)C(C(F)(F)F)C1=CC=C(C=C1)F